C(#N)[C@H](C[C@@H]1C(NCC1)=O)NC(=O)[C@@H]1N([C@@H]2CC([C@H]1CC2)(F)F)C([C@H](CC2CC2)NC=2C=NC=C(C2)C)=O (1S,3R,4S)-N-((S)-1-cyano-2-((R)-2-oxopyrrolidin-3-yl)ethyl)-2-((S)-3-cyclopropyl-2-((5-methylpyridin-3-yl)amino)propanoyl)-5,5-difluoro-2-azabicyclo[2.2.2]octane-3-carboxamide